F[C@H]1CNC(OCCN2N=CC(C3=NN(C4=CC=C(OC1)C=C34)C3OCCCC3)=N2)=O (12S)-12-fluoro-19-(oxan-2-yl)-8,14-dioxa-4,5,10,19,20,23-hexaazatetracyclo[13.5.2.12,5.018,21]tricosa-1(20),2(23),3,15,17,21-hexaen-9-one